2-hydroxy-N-(5-isopropyl-2-methyl-4-phenoxyphenyl)pyrazolo[1,5-a]Pyridine-3-carboxamide OC1=NN2C(C=CC=C2)=C1C(=O)NC1=C(C=C(C(=C1)C(C)C)OC1=CC=CC=C1)C